6-hydroxycoumarin OC=1C=C2C=CC(OC2=CC1)=O